NC/C=C/C1=NC=2N(C=C1)C=C(N2)C2=C(C=C(C=C2)N2N=CC=N2)O (E)-2-(7-(3-aminoprop-1-en-1-yl)imidazo[1,2-a]pyrimidin-2-yl)-5-(2H-1,2,3-triazol-2-yl)phenol